indium tin silver gallium [Ga].[Ag].[Sn].[In]